FC(C=1C=NC(=NC1)N1CCNC(CC1)=O)(F)F 1-(5-(trifluoromethyl)pyrimidin-2-yl)-1,4-diazepan-5-one